FC(F)(F)C=1N=CC2=C(N1)NC(C=C2)=O (trifluoromethyl)pyrido[2,3-d]pyrimidin-7(8H)-one